(S)-tert-butyl 4-(6-chloro-7-(2-fluorophenyl)-1-(2-isopropylphenyl)-2-oxo-1,2-dihydro-1,8-naphthyridin-4-yl)-3-methylpiperazine-1-carboxylate ClC=1C=C2C(=CC(N(C2=NC1C1=C(C=CC=C1)F)C1=C(C=CC=C1)C(C)C)=O)N1[C@H](CN(CC1)C(=O)OC(C)(C)C)C